(2-(3,5-difluoro-4-((1S,3R)-2-(2-fluoro-2-methylpropyl)-3-methyl-6-(1-methyl-1H-pyrazol-4-yl)-1,2,3,4-tetrahydroisoquinolin-1-yl)phenoxy)ethyl)carbamic acid tert-butyl ester C(C)(C)(C)OC(NCCOC1=CC(=C(C(=C1)F)[C@H]1N([C@@H](CC2=CC(=CC=C12)C=1C=NN(C1)C)C)CC(C)(C)F)F)=O